2-trifluoroacetamidoethyl 2-acetamido-3,6-di-O-acetyl-2-deoxy-4-O-(2,3,4-tri-O-acetyl-6-O-benzyl-β-D-galactopyranosyl)-β-D-glucopyranoside C(C)(=O)N[C@H]1[C@H](OCCNC(C(F)(F)F)=O)O[C@@H]([C@H]([C@@H]1OC(C)=O)O[C@H]1[C@H](OC(C)=O)[C@@H](OC(C)=O)[C@@H](OC(C)=O)[C@H](O1)COCC1=CC=CC=C1)COC(C)=O